ClC1=C(N=C(S1)NS(=O)(=O)C1CC1)C(C)(C)NC(C1=CC=C(C=C1)C1=NC(=CN=C1)C(F)(F)F)=O N-(2-(5-chloro-2-(cyclopropanesulfonamido)thiazol-4-yl)propan-2-yl)-4-(6-(trifluoromethyl)pyrazin-2-yl)benzamide